N-((1H-benzo[d]imidazol-6-yl)methyl)-N-(3-methoxybenzyl)-5-(2-(2-morpholinoethoxy)ethoxy)pyridin-2-amine N1C=NC2=C1C=C(C=C2)CN(C2=NC=C(C=C2)OCCOCCN2CCOCC2)CC2=CC(=CC=C2)OC